C(CCCCCCCCCCCCCCC)C(CCCCCN=C=O)N=C=O hexadecyl-hexamethylene diisocyanate